C(C)(C)(C)OC(=O)N(C(OC(C)(C)C)=O)CC(CCCO)(C)C tert-butyl (tert-butoxycarbonyl)(5-hydroxy-2,2-dimethylpentyl)carbamate